C1(=CC=CC=C1)[B-](C1=CC=CC=C1)(C1=CC=CC=C1)C1=CC=CC=C1.[H+] tetraphenylboric acid